ClC1=CC=2C(C3=NC(=CC=C3C2C=C1)C#N)=O 7-chloro-9-oxo-9H-indeno[2,1-b]Pyridine-2-carbonitrile